C(#N)C1=CC(=C(C=C1)COC1=NN(C=C1)C1=CC(=C(C=C1C)CC(=O)NC1=C(C=C(C(=O)OC)C=C1)NC[C@H]1OCC1)F)F methyl 4-[[2-[4-[3-[(4-cyano-2-fluoro-phenyl)methoxy]pyrazol-1-yl]-2-fluoro-5-methyl-phenyl]acetyl]amino]-3-[[(2S)-oxetan-2-yl]methylamino]benzoate